2-(4-chloro-3-fluorophenoxy)-N-{3-[2-(2,4-difluorophenoxy)acetylamino]bicyclo[1.1.1]pentan-1-yl}acetamide ClC1=C(C=C(OCC(=O)NC23CC(C2)(C3)NC(COC3=C(C=C(C=C3)F)F)=O)C=C1)F